1-trimethoxysilylethyldimethylsilyl-2-bis(methyldimethoxysilylpropylamino)methylsilylethyldimethylsilylbenzene CO[Si](C(C)C1=C(C(=C(C=C1)[SiH](C)C)CC[SiH2]C(NCCC[Si](C)(OC)OC)NCCC[Si](OC)(OC)C)[SiH](C)C)(OC)OC